2-(2-bromoethyl)-octahydro-1H-indene BrCCC1CC2CCCCC2C1